C5-bromo-2-(2-methylpropan-2-yl)-3,4-dihydro-2H-1λ6-benzo[2,1-e][1,2]thiazine-1,1-dione BrC1=CC=CC2=C1CCN(S2(=O)=O)C(C)(C)C